NC=1C=C(C=C(C1)C1=CN=CS1)[C@@H](C)NC1=NC(=NC2=CC(=C(C=C12)OC)C(=O)N1CCOCC1)C (R)-(4-((1-(3-amino-5-(thiazole-5-yl)phenyl)ethyl)amino)-6-methoxy-2-methylquinazoline-7-yl)(morpholino)methanone